N1=CC=C(C=C1)C1=C(C=C(C(=C1)N1C2=C(C3=CC=CC=C13)C=CC=N2)C2=CC=CC=C2)C2=CC=CC=C2 4'-(pyridin-4-yl)-6'-(9H-pyrido[2,3-b]indol-9-yl)-[1,1':3',1''-terphenyl]